BrC1=CC2=C(C3=NC=C(C=C3N2C(C2CCOCC2)C2=CC=CC=C2)C(C)=O)O1 1-(2-bromo-4-(phenyl-(tetrahydro-2H-pyran-4-yl)methyl)-4H-furo[2',3':4,5]Pyrrolo[3,2-b]Pyridine-6-yl)ethan-1-one